S1(CCC1)(=O)=O 1λ6-thietane-1,1-dione